FS(F)(F)F tetrafluoro-λ4-sulfane